6-[6-(difluoromethyl)pyridin-3-yl]-N-[(2S)-1-hydroxyprop-2-yl]-2-(1-methyl-1H-pyrazol-4-yl)-3-oxo-2,3-dihydropyridazine-4-carboxamide FC(C1=CC=C(C=N1)C=1C=C(C(N(N1)C=1C=NN(C1)C)=O)C(=O)N[C@H](CO)C)F